C(C)(C)(C)N(CC(=O)O)CCCCCCCCCCCC#CC.C1(CC1)C(=O)C=1N=C2N(N1)[C@@H](C[C@@H]2F)C(CC)(F)F |r| Cyclopropyl-[rac-(5s,7s)-5-(1,1-difluoropropyl)-7-fluoro-6,7-dihydro-5H-pyrrolo[1,2-b][1,2,4]triazol-2-yl]methanone tert-Butyl-tetradec-12-yn-1-ylglycinate